4-cyano-7a-(4-cyanophenyl)-4b,5-dihydroxy-N,N-dimethyl-7-phenyl-4b,6,7,7a-tetrahydro-5H-cyclopenta[4,5]furo[2,3-c]pyridine-6-carboxamide C(#N)C=1C2=C(C=NC1)OC1(C2(C(C(C1C1=CC=CC=C1)C(=O)N(C)C)O)O)C1=CC=C(C=C1)C#N